C(#N)N1[C@H]2[C@@H](C[C@@H]1CC2)N(C([C@@H]2N(CCC2)C2=C(C(=CC(=C2)Cl)Cl)Cl)=O)C N-((1R,2R,4S)-7-cyano-7-azabicyclo[2.2.1]heptan-2-yl)-N-methyl-1-(2,3,5-trichlorophenyl)-D-prolinamide